CN1N=C2C(=C1C1=CC=C(C=C1)C(F)(F)F)CN(C2)C=O (2-methyl-3-(4-(trifluoromethyl)phenyl)-2,6-dihydropyrrolo[3,4-c]pyrazol-5(4H)-yl)methanone